dimethyl-1H-imidazo[4,5-c]quinoline-1-ethanol CC1=NC=2C=CC=CC2C2=C1N=C(N2CCO)C